5-amino-N,N-dimethyl-3-(pyridin-2-yl)-1H-pyrazole-1-sulfonamide NC1=CC(=NN1S(=O)(=O)N(C)C)C1=NC=CC=C1